(1-benzoylpiperidin-4-yl)-3-[6-(4-methylpiperazin-1-yl)-[1,2,4]triazolo[4,3-b]pyridazin-3-yl]propanamide hydrochloride Cl.C(C1=CC=CC=C1)(=O)N1CCC(CC1)C(C(=O)N)CC1=NN=C2N1N=C(C=C2)N2CCN(CC2)C